COC(CCCCOC1=CC=C(C=C1)C1=C(N=NC(=C1)Cl)N)=O.FC=1C(=NC(=NC1)\C(=C/C(=O)C1=NOC=C1)\N(C)OC)OC (E)-3-(5-fluoro-4-methoxypyrimidin-2-yl)-1-(isoxazol-3-yl)-3-(methoxy(methyl)amino)prop-2-en-1-one methyl-5-(4-(3-amino-6-chloropyridazin-4-yl)phenoxy)pentanoate